F[C@H](CNC(=O)C=1C=NC=2N(C1NC(C)C)N=C(C2)C=2SC=CN2)C(C)(C)O (R)-N-(2-fluoro-3-hydroxy-3-methylbutyl)-7-(isopropylamino)-2-(thiazol-2-yl)pyrazolo[1,5-a]pyrimidine-6-carboxamide